methyl 4-(2-oxoethyl)bicyclo[2.2.1]-heptane-1-carboxylate O=CCC12CCC(CC1)(C2)C(=O)OC